N-(1-(2-(dimethylamino)ethyl)-6-(thiophene-3-yl)-1H-indazol-5-yl)-2-(pyridin-4-yl)thiazole-4-carboxamide CN(CCN1N=CC2=CC(=C(C=C12)C1=CSC=C1)NC(=O)C=1N=C(SC1)C1=CC=NC=C1)C